[Cl-].[Cl-].[SiH3][Ti+2](C1(C(=C(C(=C1)C)C)C)C)NC(C)(C)C silyl-(N-tert-Butylamino)(tetramethylcyclopentadienyl)titanium dichloride